(3R)-3-Amino-8-fluoro-1,1-dioxo-7-[5-(2,2,2-trifluoroethyl)-1,3,4-oxadiazol-2-yl]-5-[[4-(trifluoromethoxy)phenyl]methyl]-2,3-dihydro-1λ6,5-benzothiazepin-4-one N[C@H]1CS(C2=C(N(C1=O)CC1=CC=C(C=C1)OC(F)(F)F)C=C(C(=C2)F)C=2OC(=NN2)CC(F)(F)F)(=O)=O